dimethyl-2,3-dioleyloxypropyl-2-(2-arginino)ethylammonium bromide [Br-].C[N+](CC[C@](N)(CCCNC(N)=N)C(=O)O)(CC(COCCCCCCCC\C=C/CCCCCCCC)OCCCCCCCC\C=C/CCCCCCCC)C